C12CC1C2 bicyclo[1.0.1]butane